ClC=1C(=NC(=NC1)N[C@H]1CN(CC1)C(=O)C1=CC=C(C=N1)NC(\C=C\CN1CC(CCC1)(F)F)=O)OC (R,E)-N-(6-(3-((5-chloro-4-methoxypyrimidin-2-yl)amino)pyrrolidine-1-carbonyl)pyridin-3-yl)-4-(3,3-difluoropiperidin-1-yl)but-2-enamide